6-bromo-2,8,8,10-tetramethyl-3,10-dihydro-4H-[1,4]oxazino[2,3-h]quinazoline-4,9(8H)-dione BrC=1C=C2C(NC(=NC2=C2C1OC(C(N2C)=O)(C)C)C)=O